COC(C)(C1=CC=CC=C1)OC acetophenon dimethylketal